BrC=1C(=NC(=NC1)NC=1C(=CC(=C(C1)CCCO)N1CCC(CC1)N1CCN(CC1)C)OC)NC1=CC=CC=2CCOC21 3-(5-((5-Bromo-4-((2,3-dihydrobenzofuran-7-yl)amino)pyrimidin-2-yl)amino)-4-methoxy-2-(4-(4-Methylpiperazin-1-yl)piperidin-1-yl)phenyl)propanol